5-Benzo[b]thiophen-3-yl-6-cyclopropyl-pyridin S1C2=C(C(=C1)C=1C=CC=NC1C1CC1)C=CC=C2